BrC1=C(C=CC(=C1)Cl)C1=C(N=NN1)C(F)(F)F 2-bromo-4-chlorophenyl-4-trifluoromethyl-1,2,3-triazole